CN1N=CC2=CC(=CC=C12)NC=1C=CC=C2C=CN(C(C12)=O)CC(=O)N1CC(CC1)C(=O)OC methyl 1-[2-[8-[(1-methylindazol-5-yl)amino]-1-oxo-2-isoquinolyl]acetyl]pyrrolidine-3-carboxylate